ClC=1C=C2C(=CN=C(C2=CN1)N1CCC1)C(C)C 1-(6-chloro-4-isopropyl-2,7-naphthyridin-1-yl)azetidin